(4-(6-morpholinopyrazolo[1,5-a]pyrazin-4-yl)phenyl)methanamine dihydrochloride Cl.Cl.O1CCN(CC1)C=1N=C(C=2N(C1)N=CC2)C2=CC=C(C=C2)CN